O1OC(=C1)O dioxetol